O1CCC(CC1)NC1=CC=C(C=C1)[C@@H]1[C@@H](C[C@H]2[C@@H](N1)CCC2)C(=O)OC(C)(C)C tert-butyl (2S,3R,4aS,7aS)-2-[4-(tetrahydropyran-4-ylamino)phenyl]-2,3,4,4a,5,6,7,7a-octahydro-1H-cyclopenta[b]pyridine-3-carboxylate